Methyl N-(2-(4-((tert-butoxycarbonyl)amino)piperidin-1-yl)thiazole-4-carbonyl)-O-(tert-butyldimethylsilyl)-L-seryl-L-serinate C(C)(C)(C)OC(=O)NC1CCN(CC1)C=1SC=C(N1)C(=O)N[C@@H](CO[Si](C)(C)C(C)(C)C)C(=O)N[C@@H](CO)C(=O)OC